C(C)(C)NS(=O)(=O)COC1=CC=C(C=C1)C1=NC(=NN1C1OCCCC1)N(C(OC(C)(C)C)=O)C=1C=C2C=NN(C2=CC1)C1OCCCC1 tert-Butyl N-[5-[4-(isopropylsulfamoylmethoxy)phenyl]-1-tetrahydropyran-2-yl-1,2,4-triazol-3-yl]-N-(1-tetrahydropyran-2-ylindazol-5-yl)carbamate